CC=1N(C(=CC1)C)C1=NN=C(S1)N1N=CC=C1C=O 2-[5-(2,5-dimethylpyrrol-1-yl)-1,3,4-thiadiazol-2-yl]pyrazole-3-carbaldehyde